ClC1=CC=C(O1)C1C(=NN(C1(C(=O)NC[C@H]1CN(CCO1)C)C)C1=C(C=C(C=C1)F)F)C1=C(C=C(C=C1)F)F 4-(5-Chlorofuran-2-yl)-1,3-bis(2,4-difluorophenyl)-5-methyl-N-(((S)-4-methylmorpholin-2-yl)methyl)-4,5-dihydro-1H-pyrazole-5-carboxamide